1-[(Z)-2-chloro-2-(2,4-dichlorophenyl)vinyl]-1H-1,2,4-triazole Cl\C(=C/N1N=CN=C1)\C1=C(C=C(C=C1)Cl)Cl